ClC=1C=CC(=NC1)O[C@@H]1C[C@@H]2CN([C@H]1CC2)C(=O)C2=C(C=CC=C2C2=NC=CC=N2)F ((1S,4R,6R)-6-((5-chloropyridin-2-yl)oxy)-2-azabicyclo[2.2.2]oct-2-yl)(2-fluoro-6-(pyrimidin-2-yl)phenyl)methanone